CC=1NC(=CC1)C1=CC=C(C=C1)SC 2-methyl-5-(4-(methylthio)phenyl)-1H-pyrrol